N1N=NC=C1C1CCN(CC1)C1=NOC(=C1)C=1C=NC(=NC1)NC1CC2=CC(=C(C=C2C1)F)F 5-(3-(4-(1H-1,2,3-triazol-5-yl)piperidin-1-yl)isoOxazol-5-yl)-N-(5,6-difluoro-2,3-dihydro-1H-inden-2-yl)pyrimidin-2-amine